tert-butyl 4-(2-(2-(((benzyloxy)carbonyl)amino)ethoxy)ethyl)piperazine-1-carboxylate C(C1=CC=CC=C1)OC(=O)NCCOCCN1CCN(CC1)C(=O)OC(C)(C)C